C1(CC1)CC=1C=2N(C=C(C1)C(N(C)C1=CC(=C(C=C1)F)OC)=O)C(=CN2)C=2C=CC(=NC2)NC(OC)=O methyl N-[5-[8-(cyclopropylmethyl)-6-[(4-fluoro-3-methoxy-phenyl)-methyl-carbamoyl] imidazo[1,2-a]pyridin-3-yl]-2-pyridyl]carbamate